OCC(C)(C)NC(=O)C=1C=2C[C@@H]3[C@H](C2N(N1)C1=NC=C(N=C1)Br)C3 (1aR,5aR)-2-(5-Bromopyrazin-2-yl)-1a,2,5,5a-tetrahydro-1H-2,3-diaza-cyclopropa[a]pentalene-4-carboxylic Acid (2-Hydroxy-1,1-dimethyl-ethyl)-amide